FC=1C=CC(=C(C1)[C@@H](NC(C1=NC(=CC=C1)C)=O)C=1NC2=CC=CC=C2C1)O |r| (±)-N-((5-fluoro-2-hydroxyphenyl)(1H-indol-2-yl)methyl)-6-methylpicolinamide